6-Chloro-1-methyl-8-pyridin-3-yl-9H-pyrido[3,4-b]indole ClC=1C=C2C3=C(NC2=C(C1)C=1C=NC=CC1)C(=NC=C3)C